OC=1C=C(C=CC1)O 3-hydroxy(phenol)